ClC1=C(C(=O)Cl)C=CC(=C1)NC(CCCCCCCCCCCCC)=O 2-chloro-4-(tetradecanoylamino)benzoyl chloride